N1CCC2C1CNCC2 Octahydro-1H-pyrrolo[2,3-c]pyridine